2-(3-chlorophenyl)-2,2-difluoro-1-phenylethyl ((2S)-3-cyclopentyl-1-(((2S)-4-(ethylamino)-3-hydroxy-4-oxo-1-((S)-2-oxopyrrolidin-3-yl) butan-2-yl)amino)-1-oxopropan-2-yl)carbamate C1(CCCC1)C[C@@H](C(=O)N[C@@H](C[C@H]1C(NCC1)=O)C(C(=O)NCC)O)NC(OC(C(F)(F)C1=CC(=CC=C1)Cl)C1=CC=CC=C1)=O